2-[ethyl-[(heptadecafluorooctyl)sulfonyl]amino]ethanol t-butyl-(2-(4-hydroxy-N-methylbenzamido)ethyl)(methyl)-carbamate C(C)(C)(C)CN(C(=O)OCCN(S(=O)(=O)C(C(C(C(C(C(C(C(F)(F)F)(F)F)(F)F)(F)F)(F)F)(F)F)(F)F)(F)F)CC)CCN(C(C1=CC=C(C=C1)O)=O)C